BrC=1C=NN(C1)[C@H]1CCN(CCC1)C(=O)OC(C)(C)C tert-Butyl (4R)-4-(4-bromopyrazol-1-yl)azepane-1-carboxylate